oxindolyl-(oxindol) N1(C(CC2=CC=CC=C12)=O)N1C(CC2=CC=CC=C12)=O